CC=1C=C(C=CC1NC(C)CC(C)C)NC1=CC=C(C=C1)O 4-((3-methyl-4-((4-methylpent-2-yl)amino)phenyl)amino)phenol